Cl[Al](CCCC)Cl dichloromono-n-butyl-aluminum